C(CCCCCCCCCCCCC)OC(CCCCCCCCCCCCCCCCC)=O Myristylstearat